ClC=1C=C(C=CC1OCC1=NC=CC=C1)NC1=NC=NC2=CC(=C(C=C12)[N+](=O)[O-])C#CC1(CN(CC1)C(=O)OC(C)(C)C)C tert-butyl 3-((4-((3-chloro-4-(pyridin-2-ylmethoxy)phenyl)amino)-6-nitroquinazolin-7-yl) ethynyl)-3-methylpyrrolidine-1-carboxylate